2-methoxyethoxide COCC[O-]